C(C)(=O)O[C@H]1[C@@H](O[C@@H]([C@H]1OC(C)=O)COC(C)=O)[N+]1=CC(=CC=C1)C(=O)OC1C(CCC(C1)C)C(C)C ((2R,3R,4R,5R)-3,4-diacetoxy-5-(acetoxymethyl)tetrahydrofuran-2-yl)-3-(((2-isopropyl-5-methyl-cyclohexyl)oxy)carbonyl)pyridin-1-ium